1,5-dimethyl-6-oxo-1,4,5,6-tetrahydropyridazine-3-carboxylate CN1N=C(CC(C1=O)C)C(=O)[O-]